C1(CC1)C(=O)N1C2CN(CC1CC2)C=2C1=C(N=CN2)N(C(=C1)C=1C=NN(C1)C)S(=O)(=O)C1=CC=C(C)C=C1 Cyclopropyl(3-(6-(1-methyl-1H-pyrazol-4-yl)-7-tosyl-7H-pyrrolo[2,3-d]pyrimidin-4-yl)-3,8-diazabicyclo[3.2.1]octan-8-yl)methanone